(R)-3-AMINOTETRAHYDROTHIOPHENE-3-CARBOXYLIC ACID N[C@@]1(CSCC1)C(=O)O